4-(4-methylpiperidin-1-yl)piperazine tert-butyl-(2S,4R)-2-(aminomethyl)-4-fluoro-pyrrolidine-1-carboxylate C(C)(C)(C)OC(=O)N1[C@@H](C[C@H](C1)F)CN.CC1CCN(CC1)N1CCNCC1